C(CC)OC(NC1=C(C=C(C=C1)NCC1=CC=C(C=C1)C(C)(C)C)I)=O [4-(4-tert-Butyl-benzylamino)-2-iodophenyl]-carbamic acid propyl ester